tert-butyl 3-[(5-{4-[(5-chloro-3-fluoropyridin-2-yl) oxy] phenyl}-1,2,3,4-tetrazol-2-yl) methyl]-3-nitrocyclobutane-1-carboxylate ClC=1C=C(C(=NC1)OC1=CC=C(C=C1)C=1N=NN(N1)CC1(CC(C1)C(=O)OC(C)(C)C)[N+](=O)[O-])F